7-(2,6-dimethyl-4-nitro-phenoxy)-1,3,4,5-tetrahydro-1-benzazepin-2-one CC1=C(OC=2C=CC3=C(CCCC(N3)=O)C2)C(=CC(=C1)[N+](=O)[O-])C